C(=O)(O)[C@H](CCCNC(=O)C1=C(C(=O)O)C=CC(=C1)NC(CCCCCN1C(C=CC1=O)=O)=O)NC(C1=CC=C(C=C1)NCC=1N=C2C(=NC(=NC2=NC1)N)N)=O (S)-2-((4-carboxy-4-(4-(((2,4-diaminopteridin-6-yl)methyl)amino)-benzamido)butyl)carbamoyl)-4-(6-(2,5-dioxo-2,5-dihydro-1H-pyrrol-1-yl)hexanamido)benzoic acid